tri-n-octyl-aluminum C(CCCCCCC)[Al](CCCCCCCC)CCCCCCCC